C(CCCCCCCCCCCCCCC)[Si](OC)(OC)OC hexadecyl-tri-methoxysilane